4-Bromo-2-(cyclopent-3-enyl)isoindolin-1-one BrC1=C2CN(C(C2=CC=C1)=O)C1CC=CC1